ClC=1C=C(C=2N(N1)C=C(N2)CN2C(C1=CC=CC=C1C2=O)=O)C=2C(=NN(C2)C)C2=CC=C(C=C2)F 2-([6-chloro-8-[3-(4-fluorophenyl)-1-methylpyrazol-4-yl]imidazo[1,2-b]pyridazin-2-yl]methyl)isoindole-1,3-dione